(S)-N-(5-(3-((tert-butyldimethylsilyl)oxy)pyrrolidin-1-yl)-2-morpholinothiazolo[4,5-b]pyridin-6-yl)-5-(2-methylpyridin-4-yl)furan-2-carboxamide [Si](C)(C)(C(C)(C)C)O[C@@H]1CN(CC1)C1=C(C=C2C(=N1)N=C(S2)N2CCOCC2)NC(=O)C=2OC(=CC2)C2=CC(=NC=C2)C